C1(CC1)[C@@H](C(=O)N)NC1=CC2=C(C=3N(CCO2)C=C(N3)N3C(OC[C@H]3CF)=O)C=C1 (S)-2-cyclopropyl-2-((2-((S)-4-(fluoromethyl)-2-oxooxazolidin-3-yl)-5,6-dihydrobenzo[f]imidazo[1,2-d][1,4]oxazepine-9-Yl)amino)acetamide